N-((2-chlorophenyl)sulfonyl)-1-(3,5-dichlorobenzyl)-5-methyl-1H-1,2,3-triazole-4-carboxamide ClC1=C(C=CC=C1)S(=O)(=O)NC(=O)C=1N=NN(C1C)CC1=CC(=CC(=C1)Cl)Cl